ClC1=C(C=CC=C1)CC(=O)NC1=CC(=C2CCN(CC2=C1)C(C)C)S(N)(=O)=O 2-(2-chlorophenyl)-N-(2-isopropyl-5-sulfamoyl-1,2,3,4-tetrahydroisoquinolin-7-yl)acetamide